tert-Butyl 4-((4-(4-(2,4-dioxotetrahydropyrimidin-1(2H)-yl)-5-methyl-1H-indol-1-yl)piperidin-1-yl)methyl)piperidine-1-carboxylate O=C1N(CCC(N1)=O)C1=C2C=CN(C2=CC=C1C)C1CCN(CC1)CC1CCN(CC1)C(=O)OC(C)(C)C